NC1=NC=2C=CC(=CC2C2=C1C=NN2C)C(=O)N(C)[C@@H]2COC1=C2C=CC(=C1)C=1C(=NC(=CC1)F)F 4-amino-N-((3S)-6-(2,6-difluoro-3-pyridinyl)-2,3-dihydro-1-benzofuran-3-yl)-N,1-dimethyl-1H-pyrazolo[4,3-c]quinoline-8-carboxamide